(2R)-N-((R)-(4-chloro-3-fluorophenyl)(5-fluoro-6-(trifluoromethyl)pyridin-2-yl)methyl)-2-methyl-3-oxopiperazine-1-carboxamide ClC1=C(C=C(C=C1)[C@@H](NC(=O)N1[C@@H](C(NCC1)=O)C)C1=NC(=C(C=C1)F)C(F)(F)F)F